N1C(NC(C1)=O)=O imidazolin-2,4-dione